2,3-Dimethoxypyridine COC1=NC=CC=C1OC